3-[3-[[4-(methylamino)-1-piperidinyl]methyl]anilino]piperidine-2,6-dione CNC1CCN(CC1)CC=1C=C(NC2C(NC(CC2)=O)=O)C=CC1